4,4'-bis(β-hydroxyethoxy)biphenyl OCCOC1=CC=C(C=C1)C1=CC=C(C=C1)OCCO